FC1=C(C(=C(C2=C(C(=C(C(=C12)F)F)F)F)F)F)[B-](C1=C(C2=C(C(=C(C(=C2C(=C1F)F)F)F)F)F)F)(C1=C(C2=C(C(=C(C(=C2C(=C1F)F)F)F)F)F)F)C1=C(C2=C(C(=C(C(=C2C(=C1F)F)F)F)F)F)F.C(CCCCCCCCCCCCCCC)[NH+](CCCCCCCCCCCCCC)C1=C(C=CC=C1)C N-hexadecyl-N-tetradecyl-tolylammonium tetrakis(perfluoronaphthalen-2-yl)borate